5-(4-((2-(3-(2-((tert-butyldimethylsilyl)oxy)ethyl)ureido)-3-fluoropyridin-4-yl)methyl)piperazin-1-yl)-6-fluoro-N-methylpicolinamide [Si](C)(C)(C(C)(C)C)OCCNC(NC1=NC=CC(=C1F)CN1CCN(CC1)C=1C=CC(=NC1F)C(=O)NC)=O